C(=O)=C1C(C(N(CC1)ON1C(C(C(CC1)=C=O)(C)C)(C)C)(C)C)(C)C 4-carbonyl-tetramethylpiperidinyl oxide